(2R,3R,5R)-2-(((E)-6-(tert-butoxy)-6-oxohex-4-en-1-yl)oxy)-6-methyltetrahydro-2H-pyran-3,5-diyl dibenzoate C(C1=CC=CC=C1)(=O)O[C@H]1[C@@H](OC([C@@H](C1)OC(C1=CC=CC=C1)=O)C)OCCC\C=C\C(=O)OC(C)(C)C